4,4'-bis(pyridine-4-yl)biphenyl N1=CC=C(C=C1)C1=CC=C(C=C1)C1=CC=C(C=C1)C1=CC=NC=C1